FC=1C=CC=C2C(=NN=C(C12)N[C@H]1[C@H](CNC1)O)C1=CC=C(C=C1)C(F)(F)F (3S,4R)-4-((8-fluoro-4-(4-(trifluoromethyl)phenyl)phthalazin-1-yl)amino)pyrrolidin-3-ol